CNC(=O)C1=NNC2=C1N=CN=C2NCC2=CC=C(C=C2)B(O)O 4-([[3-(methylcarbamoyl)-1H-pyrazolo[4,3-d]pyrimidin-7-yl]amino]methyl)-phenylboronic acid